COC(CCCC(=O)N1CCN(CC1)C1=NC(=NC(=N1)C=1C=NC(=CC1C(F)(F)F)N)N1CCOCC1)=O 5-(4-(4-(6-amino-4-(trifluoromethyl)pyridine-3-yl)-6-morpholino-1,3,5-triazin-2-yl)piperazine-1-yl)-5-oxopentanoic acid methyl ester